N-[(1S)-1-[[6-chloro-5-(5-fluoro-2-methyl-3-pyridyl)-2-pyridyl]carbamoyl]-2,2-dicyclopropyl-ethyl]-2-isopropyl-pyrazole-3-carboxamide ClC1=C(C=CC(=N1)NC(=O)[C@H](C(C1CC1)C1CC1)NC(=O)C=1N(N=CC1)C(C)C)C=1C(=NC=C(C1)F)C